ClC1=CC=C(CNC2CC(C2)NC2=C3C(=NC=C2C(=O)NC)NC=C3)C=C1 4-((3-((4-Chlorobenzyl)amino)cyclobutyl)amino)-N-methyl-1H-pyrrolo[2,3-b]pyridine-5-carboxamide